(S)-5-(1-(6-(1-amino-1,3-dihydro-spiro[indene-2,4'-piperidin]-1'-yl)-4-oxo-4,5-dihydro-1H-pyrazolo[3,4-d]pyrimidin-3-yl)vinyl)-4-methylthiophene-2-carbonitrile N[C@@H]1C2=CC=CC=C2CC12CCN(CC2)C=2NC(C1=C(N2)NN=C1C(=C)C1=C(C=C(S1)C#N)C)=O